C(C)(C)(C)OC(=O)N1CCC(CC1)(COC=1C=C2C(NCC2=CC1)=O)C1=CC=C(C=C1)F 4-(4-fluorophenyl)-4-{[(3-oxo-2,3-dihydro-1H-isoindol-5-yl)oxy]Methyl}piperidine-1-carboxylic acid tert-butyl ester